C(C)OC(=O)C=1C=NN(C1)C1=CC2=C(S1)C(=CC(=C2)C(C)C)C#N 1-(7-cyano-5-isopropylbenzo[b]thiophen-2-yl)-1H-pyrazole-4-carboxylic acid ethyl ester